CC1=C(OC(C(=O)O)(C)C)C(=CC(=C1)CN1N=CN(C1=O)C1=CC=C(C=C1)C(F)(F)F)C 2-(2,6-dimethyl-4-((5-oxo-4-(4-(trifluoromethyl)phenyl)-4,5-dihydro-1H-1,2,4-triazol-1-yl)methyl)phenoxy)-2-methylpropanoic acid